2-chloro-5-isothiocyanatopyridine ClC1=NC=C(C=C1)N=C=S